ClC1=CC=NC(=N1)C 6-chloro-2-methyl-pyrimidin